Cl.N1(CCNCC1)C[C@H](C)NC1=NC=NC2=C(C=CC=C12)C1=NC=CC=C1 N-[(2S)-1-piperazin-1-yl-prop-2-yl]-8-pyridin-2-yl-quinazolin-4-amine hydrochloride